Ethyl 4-((8-oxabicyclo[3.2.1]oct-3-yl) amino)-2-chloropyrimidine-5-carboxylate C12CC(CC(CC1)O2)NC2=NC(=NC=C2C(=O)OCC)Cl